C(C)OC(=O)C=1C=2C=CC(=NC2C=CN1)C 2-methyl-1,6-naphthyridine-5-carboxylic acid ethyl ester